FC1=C(C=CC=C1)COC1=CC2=C(N(N=C2C=C1)C)C(=O)N[C@H](C(=O)N)C (2S)-2-({5-[(2-fluorophenyl)methoxy]-2-methyl-2H-indazol-3-yl}formamido)propanamide